octahydro-4,7-methylene-1H-indene-5-acetaldehyde C1C2C3CCCC3C1CC2CC=O